P(=O)(OC1=CC(=CC(=C1)F)C1=NN(C2=NC=NC(=C21)N)CC=2N(C(C1=C(C=CC=C1C2)C)=O)C2=C(C=CC=C2)C)(O)O 3-(4-amino-1-((8-methyl-1-oxo-2-o-tolyl-1,2-dihydroisoquinolin-3-yl)methyl)-1H-pyrazolo[3,4-d]pyrimidin-3-yl)-5-fluorophenyl dihydrogen phosphate